C(#N)C(C)(C)C=1C=C(C(=O)NC2=CC(=C(C=C2)C)NC2=NC=CC=C2C2=C3N=C(NC3=NC=N2)C)C=CN1 2-(2-cyanopropan-2-yl)-N-(4-methyl-3-((3-(8-methyl-9H-purin-6-yl)pyridin-2-yl)amino)phenyl)isonicotinamide